(8-(4-amino-1-methyl-6-(trifluoromethyl)-1H-indazol-5-yl)indolizin-3-yl)(3,4,5-trifluorophenyl)methanone NC1=C2C=NN(C2=CC(=C1C1=CC=CN2C(=CC=C12)C(=O)C1=CC(=C(C(=C1)F)F)F)C(F)(F)F)C